N[C@H]1[C@@H]2N(C[C@H]1CC2)C(=O)C2=CC1=C(N(C(=N1)C1=CC=3C(=NC(=CC3)C3=CC(=C(C(=O)N)C=C3)Cl)N1CC1CC1)C)C(=C2)OC 4-(2-{5-[(1R,4R,7R)-7-amino-2-azabicyclo[2.2.1]heptane-2-carbonyl]-7-methoxy-1-methyl-1H-1,3-benzodiazol-2-yl}-1-(cyclopropylmethyl)-1H-pyrrolo[2,3-b]pyridin-6-yl)-2-chlorobenzamide